N1=CC=C2N1CCCC2O 4,5,6,7-tetrahydropyrazolo[1,5-a]Pyridine-4-ol